2-(N-methyl-N-butylamino)ethanol copper dimethyldithiocarbamate CN(C([S-])=S)C.[Cu+2].CN(CCCC)CCO.CN(C([S-])=S)C